C(C)(C)C1C2C=CC(C1[N+](=O)[O-])C2 racemic-5-isopropyl-6-nitrobicyclo[2.2.1]hept-2-ene